(5-(4-(((Tetrahydro-2H-pyran-2-yl)oxy)methyl)bicyclo[2.2.2]octan-1-yl)-1H-pyrazol-3-yl)methanol O1C(CCCC1)OCC12CCC(CC1)(CC2)C2=CC(=NN2)CO